N1C(=CC2=CC=CC=C12)C(=O)N1CC=2N(CC1)N=CC2C(=O)NC2COC2 5-(1H-indole-2-carbonyl)-N-(oxetan-3-yl)-4H,5H,6H,7H-pyrazolo[1,5-a]pyrazine-3-carboxamide